Cl.NC1(CC(CCCC1)CCB(O)O)C(=O)O 1-amino-3-(2-boronoethyl)cycloheptane-1-carboxylic acid hydrochloride